C(C)(C)(C)OC(=O)C=1C=C2C=NN(C2=CC1)C1OCCCC1 1-(tetrahydro-2H-pyran-2-yl)-1H-indazole-5-carboxylic acid tert-butyl ester